2-bromo-4-(4-((2-(4-chlorophenyl)-4,4-dimethylcyclohex-1-enyl)methyl)piperazin-1-yl)benzoic acid BrC1=C(C(=O)O)C=CC(=C1)N1CCN(CC1)CC1=C(CC(CC1)(C)C)C1=CC=C(C=C1)Cl